3,4-difluoroiodobenzene C1=CC(=C(C=C1I)F)F